ortho-toluoylchloride C=1(C(=CC=CC1)C(=O)Cl)C